C(C)C=1C=C2C(=C(C(=NC2=C(C1)C1=CC=NN1C)N1C[C@H]([C@H](CC1)NC1CCOCC1)F)C1=NN(C=C1)C)C (3R,4S)-1-(6-ethyl-4-methyl-3-(1-methyl-1H-pyrazol-3-yl)-8-(1-methyl-1H-pyrazol-5-yl)quinolin-2-yl)-3-fluoro-N-(tetrahydro-2H-pyran-4-yl)piperidin-4-amine